(R)-(4-(7-(difluoromethyl)pyrazolo[1,5-a]pyridin-2-yl)-6,7-dihydro-1H-imidazo[4,5-c]pyridin-5(4H)-yl)(5-(2-fluoropropan-2-yl)-1,3,4-oxadiazol-2-yl)methanone FC(C1=CC=CC=2N1N=C(C2)[C@@H]2N(CCC1=C2N=CN1)C(=O)C=1OC(=NN1)C(C)(C)F)F